[Si](C)(C)(C(C)(C)C)OCC1(CCN(CC1)C(=O)OC(C)(C)C)S tert-butyl 4-[[tert-butyl(dimethyl)silyl]oxymethyl]-4-sulfanyl-piperidine-1-carboxylate